1-Benzylpyrrolidine-3,4-dicarboxylic acid dimethyl ester COC(=O)C1CN(CC1C(=O)OC)CC1=CC=CC=C1